N-(4-((3-(1-cyclopropyl-1H-1,2,4-triazol-3-yl)-2-methoxyphenyl)amino)-6-methyl-5-carbonyl-6,7-dihydro-5H-pyrrolo[3,4-b]pyridin-2-yl)cyclopropanecarboxamide C1(CC1)N1N=C(N=C1)C=1C(=C(C=CC1)NC1=C2C(=NC(=C1)NC(=O)C1CC1)CN(C2=C=O)C)OC